6-cyclobutoxy-4-(4-fluoro-3-(4-(5-(trifluoromethyl)pyrazin-2-yl)piperazine-1-carbonyl)benzyl)phthalazin-1(2H)-one C1(CCC1)OC=1C=C2C(=NNC(C2=CC1)=O)CC1=CC(=C(C=C1)F)C(=O)N1CCN(CC1)C1=NC=C(N=C1)C(F)(F)F